C(C)(C)C1=C(C=CC=C1)C1=NC=C2NC(N(C2=N1)CC1=CC=C(C=C1)N1N=C(C=C1)C(F)(F)F)=O 2-(2-isopropylphenyl)-9-(4-(3-(trifluoromethyl)-1H-pyrazol-1-yl)benzyl)-7,9-dihydro-8H-purin-8-one